2'-(methylsulfonyl)-3,4,5',8'-tetrahydro-2H-spiro[naphthalene-1,7'-pyrano[4,3-d]pyrimidine] CS(=O)(=O)C=1N=CC2=C(N1)CC1(OC2)CCCC2=CC=CC=C21